NC1=C(C(=CC2=CC(=C(C(=C12)O)N=NC1=CC=CC=C1)S(=O)(=O)[O-])S(=O)(=O)[O-])N=NC1=CC=C(C=C1)[N+](=O)[O-] 4-amino-5-hydroxy-3-[(4-nitrophenyl)diazenyl]-6-(phenyldiazenyl)-2,7-naphthalindisulfonat